O[C@H]1CN(C[C@H](C1)O)C(=O)[O-] (3R,5S)-3,5-dihydroxypiperidine-1-carboxylate